CC(C)[C@@H](C(=O)NC(CC(=O)OC)C1=CC=C(C=C1)Cl)NC(=O)OC(C)C The molecule is a diastereoisomeric mixture of L-(R)- and L-(S)-valifenalate. An anti-peronosporic fungicide, it is used to control mildew in many crops including grapes, potatoes and tomatoes. It has a role as an antifungal agrochemical. It is a diastereoisomeric mixture and an acylamino acid fungicide. It contains a L-(R)-valifenalate and a L-(S)-valifenalate.